N[C@H](C1CCN(CC1)C([C@@H](CO)O)=O)C1=C(C=C(C(=C1)Cl)C1CC1)O (2R)-1-[4-[(R)-amino(5-chloro-4-cyclopropyl-2-hydroxyphenyl)methyl]piperidin-1-yl]-2,3-dihydroxypropan-1-one